N-(4-cyanophenyl)-amid C(#N)C1=CC=C(C=C1)[NH-]